Methyl (2R)-2-{[(tert-butoxy)carbonyl]amino}-3-(pyridazin-3-yl)propanoate C(C)(C)(C)OC(=O)N[C@@H](C(=O)OC)CC=1N=NC=CC1